P(O)(=O)(OP(=O)(O)OP(=O)(O)O)OC[C@@H]1[C@H]([C@H]([C@@H](O1)N1N=NC=2C(N)=NC=NC12)O)O 8-azaadenosine 5'-triphosphate